FC=1C=C(C=CC1OC)[C@H](CC(=O)OCC)N1C(C=2N(CC1)C(=C(C2)CCC2=NC=1NCCCC1C=C2)I)=O Ethyl (S)-3-(3-fluoro-4-methoxyphenyl)-3-(6-iodo-1-oxo-7-(2-(5,6,7,8-tetrahydro-1,8-naphthyridin-2-yl)ethyl)-3,4-dihydropyrrolo[1,2-a]pyrazin-2(1H)-yl)propanoate